hydroxy-4,6-dimethyl-2-[4-(trifluoromethyl)anilino]pyridine-3-carboxamidine OC=1C(=C(C(=NC1C)NC1=CC=C(C=C1)C(F)(F)F)C(=N)N)C